4-hydroxy-2-methyl-6-(1-methylcyclopropyl)pyrido[4,3-d]pyrimidin-7(6H)-one OC=1C=2C(N=C(N1)C)=CC(N(C2)C2(CC2)C)=O